OC1=C(C=C(C=C1Cl)C(C)(C)C1=CC(=C(C(=C1)Cl)O)Cl)Cl 2,2-bis(4-hydroxy-3,5-Dichlorophenyl)Propane